8-fluoro-3,4-dihydro-1H-isoquinoline FC=1C=CC=C2CCNCC12